ClC1=CC=C(C=C1)CN(C(=O)N[C@H](C(=O)OCC)C(C)C)C1=C(N=NC(=C1)N1CCOCC1)C#N ethyl (2S)-2-[[(4-chlorophenyl)methyl-(3-cyano-6-morpholino-pyridazin-4-yl)carbamoyl]amino]-3-methyl-butanoate